COC1=C(C=C(C=N1)CCNC)C(F)(F)F 2-(6-methoxy-5-(trifluoromethyl)pyridin-3-yl)-N-methylethan-1-amine